2-(5-fluoro-1H-indol-3-yl)propan-1-amine FC=1C=C2C(=CNC2=CC1)C(CN)C